5-oxomorpholine-2-carboxylic acid O=C1COC(CN1)C(=O)O